N1=CC=C(C=C1)C(C)=NN=C(C)C1=CC=NC=C1 2,5-bis(4-pyridyl)-3,4-diaza-2,4-hexadiene